4-(3-(1H-Indol-1-yl)phenyl)-7-methyl-8-(trifluoromethyl)-1H-benzo[b][1,4]diazepin-2(3H)-one N1(C=CC2=CC=CC=C12)C=1C=C(C=CC1)C1=NC2=C(NC(C1)=O)C=C(C(=C2)C)C(F)(F)F